1-(1-(Difluoromethyl)-1H-pyrazol-4-yl)-1H-indazol-6-amine FC(N1N=CC(=C1)N1N=CC2=CC=C(C=C12)N)F